COC([C@@H](N)CCC(Cl)(Cl)Cl)=O |r| racemic-5,5,5-trichloronorvaline methyl ester